FC(C(=O)O)(F)F.ClC=1C=NC(=NC1)C=1C=C2CC[C@]3(CN(CC3)C([C@H](C)C3=CC(=NC=C3F)OC)=O)NC2=NC1C (2R)-1-[(2S)-6-(5-chloropyrimidin-2-yl)-7-methyl-3,4-dihydro-1H-spiro[1,8-naphthyridine-2,3'-pyrrolidin]-1'-yl]-2-(5-fluoro-2-methoxypyridin-4-yl)propan-1-one, trifluoroacetate salt